N1(N=NC2=C1C=CC=C2)C2=C(C=C(CNS(=O)(=O)N)C=C2F)F N-(4-(1H-benzo[d][1,2,3]triazol-1-yl)-3,5-difluorobenzyl)sulfamide